COC=1N=C2C(=CC=NC2=CC1OC)OC1=C(C=C(C=C1)NC(=O)C1=CN(C(=C(C1=O)C1=CC=C(C=C1)F)C)CCF)F N-[4-[(6,7-dimethoxy-1,5-naphthyridin-4-yl)oxy]-3-fluorophenyl]-1-(2-fluoroethyl)-5-(4-fluorophenyl)-6-methyl-4-oxopyridine-3-carboxamide